C1(CC1)C=1C(=NC(=NC1)NC=1C(=NN(C1)C1CN(CC1)C)C)NCCCN1C(COCCC1)=O 4-(3-((5-cyclopropyl-2-((3-methyl-1-(1-methylpyrrolidin-3-yl)-1H-pyrazol-4-yl)amino)pyrimidin-4-yl)amino)propyl)-1,4-oxazepan-3-one